4-acetyl-4'-methyl-biphenyl C(C)(=O)C1=CC=C(C=C1)C1=CC=C(C=C1)C